C(C)(C)(C)OC(=O)N1[C@H]2C[C@H]([C@@H](C1)C2)N2C(C1=C(N=C(N=C1)C1=CC3=CN(N=C3C(=C1O)C)C)C=C2)=O.OCCOC2=CC=C(C=C2)C(C)(C)C2=CC=C(C=C2)OCCO 2,2-bis[4-(2-hydroxyethoxy)phenyl]propane tert-butyl-(1R,4R,5R)-5-[2-(6-hydroxy-2,7-dimethyl-indazol-5-yl)-5-oxo-pyrido[4,3-d]pyrimidin-6-yl]-2-azabicyclo[2.2.1]heptane-2-carboxylate